NC1=NC(=C(C#N)C(=C1)C(F)(F)F)Cl 6-amino-2-chloro-4-(trifluoromethyl)nicotinonitrile